1-[2-(difluoromethoxy)-4-(trifluoromethyl)phenyl]-N-[(3R)-1-ethylpiperidin-3-yl]imidazo[1,5-d][1,2,4]triazin-4-amine FC(OC1=C(C=CC(=C1)C(F)(F)F)C=1C=2N(C(=NN1)N[C@H]1CN(CCC1)CC)C=NC2)F